ethyl (2S,3S)-3-(4-nitrophenoxycarbonyl)-oxirane-2-carboxylate [N+](=O)([O-])C1=CC=C(OC(=O)[C@@H]2[C@H](O2)C(=O)OCC)C=C1